tert-Butyl (3aS)-1,1-dioxo-3a,4,6,7-tetrahydro-3H-oxathiazolo[3,4-a]pyrazine-5-carboxylate O=S1(OC[C@H]2N1CCN(C2)C(=O)OC(C)(C)C)=O